[(4-bromo-3-chloropyridin-2-yl)carbamothioyl]carbamate BrC1=C(C(=NC=C1)NC(=S)NC([O-])=O)Cl